ClC=1C=CC(=NC1)OC1=C(C=C(C=C1)NC(=O)NC(=O)C1(CC1)OC)C N-((4-((5-chloropyridin-2-yl)oxy)-3-methylphenyl)carbamoyl)-1-methoxycyclopropane-1-carboxamide